2-Undecen CC=CCCCCCCCC